4-((2,6-difluoro-4-(1H-1,2,4-triazol-1-yl)benzyl)oxy)phenyl sulfurofluoridate S(OC1=CC=C(C=C1)OCC1=C(C=C(C=C1F)N1N=CN=C1)F)(=O)(=O)F